2-(2,5-dimethoxybenzyl)azepane 3-(2-(diethylamino)ethyl)-1H-indol-6-yl-acetate C(C)N(CCC1=CNC2=CC(=CC=C12)CC(=O)O)CC.COC1=C(CC2NCCCCC2)C=C(C=C1)OC